C(C1=CC=CC=C1)OC=1C=C2CC[C@H](CC2=C(C1Br)F)NC(OCC1=CC=CC=C1)=O benzyl [(2R)-6-(benzyloxy)-7-bromo-8-fluoro-1,2,3,4-tetrahydronaphthalen-2-yl]carbamate